BrC(C1=C(C(=CC=C1)[N+](=O)[O-])F)Br 1-(dibromomethyl)-2-fluoro-3-nitrobenzene